N-(1-(3,4-dichlorobenzyl)-2,3-diketoindol-5-yl)-4-methoxybenzamide ClC=1C=C(CN2C(C(C3=CC(=CC=C23)NC(C2=CC=C(C=C2)OC)=O)=O)=O)C=CC1Cl